ClC=1C=C(C=CC1F)NC(=O)C=1C=2CC[C@@H](C2C(=CC1)F)NC(=O)NC=1C=NC=CC1 (S)-N-(3-chloro-4-fluorophenyl)-7-fluoro-1-(3-(pyridin-3-yl)ureido)-2,3-dihydro-1H-indene-4-carboxamide